3-(((1S,3S)-3-((2-Oxo-2H-[1,3'-bipyridin]-6'-yl)amino)cyclopentyl)amino)-N-(prop-2-yn-1-yl)-1,2,4-triazine-6-carboxamide O=C1N(C=CC=C1)C=1C=NC(=CC1)N[C@@H]1C[C@H](CC1)NC=1N=NC(=CN1)C(=O)NCC#C